O1CCN(CC1)C=1C2=C(N=C(N1)C1=NC(=NC=C1O)C1=CC=CC=C1)C=CC=N2 4-(4-morpholinopyrido[3,2-d]pyrimidin-2-yl)-2-phenylpyrimidin-5-ol